C1(CCCCC1)N1C(=NC2=C1C=CC=C2)CN2CCN(CC2)C2=C(C=CC=C2)[N+](=O)[O-] 1-cyclohexyl-2-((4-(2-nitrophenyl)piperazin-1-yl)methyl)-1H-benzo[d]imidazole